FC1(CC(CCC1)[N+]#[C-])F 1,1-difluoro-3-cyclohexylisocyanide